3-bromo-5-methylbenzonitrile BrC=1C=C(C#N)C=C(C1)C